2-fluoro-3-(1-fluorocyclopropyl)phenol FC1=C(C=CC=C1C1(CC1)F)O